3-((3,4-dihydroquinolin-1(2H)-yl)sulfonyl)-N-(thiophen-2-ylmethyl)benzamide Ethyl-5-(tetrahydrofuran-3-yl)isoxazole-3-carboxylate C(C)OC(=O)C1=NOC(=C1)C1COCC1.N1(CCCC2=CC=CC=C12)S(=O)(=O)C=1C=C(C(=O)NCC=2SC=CC2)C=CC1